4-Chloro-7-[(3S)-3-{4-[4-({4-[6-(2,4-dioxo-1,3-diazinan-1-yl)-1-methyl-1H-indol-2-yl]piperidin-1-yl}methyl)piperidin-1-yl]phenyl}piperidin-1-yl]-1H-indazole-3-carbonitrile ClC1=C2C(=NNC2=C(C=C1)N1C[C@@H](CCC1)C1=CC=C(C=C1)N1CCC(CC1)CN1CCC(CC1)C=1N(C2=CC(=CC=C2C1)N1C(NC(CC1)=O)=O)C)C#N